[C@H]12COC[C@@H]2C1NC(=O)C1=CC(=NN1[C@@H](C)C1=NC=CC=C1)C(=O)NC N5-((1R,5S,6r)-3-Oxabicyclo[3.1.0]hexan-6-yl)-N3-methyl-1-((S)-1-(pyridin-2-yl)ethyl)-1H-pyrazole-3,5-dicarboxamide